BrC1=NC(=CC2=C1OC[C@@H](O2)C)I (S)-5-bromo-7-iodo-2-methyl-2,3-dihydro-[1,4]dioxino[2,3-c]pyridine